BrC1=CC(=C(OC2=NC=CC(=N2)C=C)C=C1)F 2-(4-bromo-2-fluorophenoxy)-4-vinylpyrimidine